tert.-Butyl-3,5,5-trimethylhexanoat C(C)(C)(C)OC(CC(CC(C)(C)C)C)=O